({6-[(1,3-benzothiazol-2-yl)amino]-4-(ethoxymethyl)-5-methylpyridazin-3-yl}amino)-1,3-thiazole-4-carboxylic acid ethyl ester C(C)OC(=O)C=1N=C(SC1)NC=1N=NC(=C(C1COCC)C)NC=1SC2=C(N1)C=CC=C2